1,3,5-triaza-7-Phosphaadamantane N12CN3CN(CP(C1)C3)C2